C(#N)C1=CC(=C(C=C1)C1=NN=C(C2=CC=CC=C12)N[C@@H]1CC[C@H](N(C1)C(=O)OC(C)(C)C)C(=O)OCC)OCOCC 1-(tert-butyl) 2-ethyl (2S,5R)-5-((4-(4-cyano-2-(ethoxymethoxy)phenyl)phthalazin-1-yl)amino)piperidine-1,2-dicarboxylate